N-benzyl-4-(2-methoxyethoxy)-4-(trifluoromethyl)cyclohexan-1-amine C(C1=CC=CC=C1)NC1CCC(CC1)(C(F)(F)F)OCCOC